FC=1C=C2N=CC(=NC2=CC1)C1=CC=C(C=C1)C1=NC2=CC=C(C=C2N=C1)F 1,4-bis(6-fluoroquinoxalin-2-yl)benzene